C(C)(C)(C)OC(=O)N1[C@H](C[C@H](C1)O)CO[Si](C1=CC=CC=C1)(C1=CC=CC=C1)C(C)(C)C (2r,4r)-2-(((tert-butyldiphenylsilyl)oxy)methyl)-4-hydroxypyrrolidine-1-carboxylic acid tert-butyl ester